C[Si](CCCNCCC[Si](C)(C)C)(C)C bis-(gamma-trimethylsilylpropyl)amine